C(C)(C)(C)C=1N=C2N(C=C(C=C2)OC(NC)=O)C1C1=CCCCC1 (tert-butyl 3-(cyclohex-1-en-1-yl)imidazo[1,2-a]pyridin-6-yl)(methyl)carbamate